2-(4,6-dimethyl-5,7-dioxo-4,5,6,7-tetrahydro-1H-pyrazolo[4,3-D]pyrimidin-1-yl)propionamide CN1C(N(C(C2=C1C=NN2C(C(=O)N)C)=O)C)=O